ClC1=C(C=C(C=N1)C(CCNC1=CC(=NN1COCC[Si](C)(C)C)C1=CC=NC=C1)O)F 1-(6-chloro-5-fluoropyridin-3-yl)-3-((3-(pyridin-4-yl)-1-((2-(trimethylsilyl)ethoxy)methyl)-1H-pyrazol-5-yl)amino)propan-1-ol